C(C)(C)(C)C1=CC=C(C=N1)C=1N=C2SC[C@@H](CN2C(C1C#N)=O)C (R)-8-(6-(tert-butyl)pyridin-3-yl)-3-methyl-6-oxo-3,4-dihydro-2H,6H-pyrimido[2,1-b][1,3]thiazine-7-carbonitrile